C(C)(C)(C)OC(=O)N1CCC(=CC1)C1=CC=CC=2CC(OC21)(C)C2=C(C=C(C=C2)Cl)F.C(C2=CC=CC=C2)N2CC(OCC2)CCl 4-benzyl-2-(chloromethyl)morpholine tert-butyl-4-(2-(4-chloro-2-fluorophenyl)-2-methyl-2,3-dihydrobenzofuran-7-yl)-3,6-dihydropyridine-1(2H)-carboxylate